C12COCC(CC1)N2C2=CC(=C(C(=C2)C)C2=CC(=C(C(=C2)C)F)[C@H](CC(=O)OCC)NC(=O)OC(C)(C)C)O ethyl (3S)-3-(4'-(3-oxa-8-azabicyclo[3.2.1]octan-8-yl)-4-fluoro-2'-hydroxy-5,6'-dimethyl-[1,1'-biphenyl]-3-yl)-3-((tert-butoxycarbonyl)amino)propanoate